CC1=C(C=CC(=C1)C(F)(F)F)[N+](=O)[O-] 2-methyl-1-nitro-4-(trifluoromethyl)benzene